6-fluoro-N-(quinolin-8-yl)nicotinamide FC1=NC=C(C(=O)NC=2C=CC=C3C=CC=NC23)C=C1